Methyl 5-((4-(methoxymethyl)thiazol-2-yl)amino)-2-methylbenzoate COCC=1N=C(SC1)NC=1C=CC(=C(C(=O)OC)C1)C